C(C)(C)(C)OC(=O)N1CC(C1)C=1SC(=CN1)C(CBr)=O.C1(CCCC1)OC1=CC=C(C=C1)C1=CC(=NC=C1)C(=O)N/N=C/C1=CC(=CC(=C1)OC)OC (E)-4-(4-(cyclopentyloxy)phenyl)-N'-(3,5-dimethoxybenzylidene)picolinohydrazide tert-butyl-3-(5-(2-bromoacetyl)thiazol-2-yl)azetidine-1-carboxylate